C1(CCC(=O)ON2CCN(O1)OC(CCC(=O)O2)=O)=O.[Na].[Na].[Na].[Na] tetrasodium ethylenediamine disuccinate